CNC(=O)N1SC(=CN1)CCCCC=1N=NC(=CC1)NC(CC=1C=NC=C(C1)C1=CC(=CC=C1)OC(F)(F)F)=O N-methyl-5-(4-(6-(2-(5-(3-(trifluoromethoxy)phenyl)pyridin-3-yl)acetamido)pyridazin-3-yl)butyl)-1,2,3-thiadiazole-2-carboxamide